C(C)(C)(C)OC(=O)N1[C@H](CN([C@@H](C1)C)C=1C=NC(=CC1)[N+](=O)[O-])C (2S,5R)-2,5-dimethyl-4-(6-nitropyridin-3-yl)piperazine-1-carboxylic acid tert-butyl ester